4-((2R,3S,5R)-3-(3,4-difluoro-2-methoxyphenyl)-5-methyl-5-(trifluoromethyl)tetrahydrothiophene-2-carbothioamido)picolinamide FC=1C(=C(C=CC1F)[C@H]1[C@@H](S[C@](C1)(C(F)(F)F)C)C(NC1=CC(=NC=C1)C(=O)N)=S)OC